C(C)N1N=C(N(C1=O)C1=NC(=NC=C1F)N1CCN(CC1)C(=O)N1N=CC[C@H]1C=1C=C(C#N)C=C(C1)F)C (S)-3-(1-(4-(4-(1-ethyl-3-methyl-5-oxo-1,5-dihydro-4H-1,2,4-triazol-4-yl)-5-fluoropyrimidin-2-yl)piperazine-1-carbonyl)-4,5-dihydro-1H-pyrazol-5-yl)-5-fluorobenzonitrile